8-(4-(2,6-bis(benzyloxy)pyridin-3-yl)phenyl)-1,4-dioxa-8-azaspiro[4.5]decane C(C1=CC=CC=C1)OC1=NC(=CC=C1C1=CC=C(C=C1)N1CCC2(OCCO2)CC1)OCC1=CC=CC=C1